iso-decyl isotridecyl trimellitate C(C=1C(C(=O)[O-])=CC(C(=O)OCCCCCCCCCCC(C)C)=CC1)(=O)OCCCCCCCC(C)C